methyl-(R)-6-chloro-3-((1-(2-(6-fluoropyridin-3-yl)-3,6-dimethyl-4-oxo-3,4-dihydroquinazolin-8-yl)ethyl)amino)picolinic acid CC1=C(C(=NC(=C1)Cl)C(=O)O)N[C@H](C)C=1C=C(C=C2C(N(C(=NC12)C=1C=NC(=CC1)F)C)=O)C